CC1=C(C=C(C=C1)NC(C1=C(C=C(C=C1)C1CCN(CC1)C)C(F)(F)F)=O)NC1=NC=CC(=N1)C=1C=NC=C(C1)C1=C(C=NO1)C N-(4-Methyl-3-{4-[5-(4-methyl-isoxazol-5-yl)-pyridin-3-yl]-pyrimidin-2-ylamino}-phenyl)-4-(1-methyl-piperidin-4-yl)-2-trifluoromethyl-benzamide